methyl (S)-3-(3-(3,5-dimethyl-1H-pyrazol-1-yl)phenyl)-4-(5-carbonyl-6-((5,6,7,8-tetrahydro-1,8-naphthyridin-2-yl)methyl)-2,6-diazaspiro[3.4]octan-2-yl)butanoate CC1=NN(C(=C1)C)C=1C=C(C=CC1)[C@H](CC(=O)OC)CN1CC2(C1)C(N(CC2)CC2=NC=1NCCCC1C=C2)=C=O